NC1=NC=NN2C1=CC=C2[C@@H]2O[C@]([C@@H]1[C@H]2OC(O1)(C)C)(C#N)CO[Si](C1=CC=CC=C1)(C1=CC=CC=C1)C(C)(C)C (3aS,4R,6S,6aS)-6-(4-aminopyrrolo[2,1-f][1,2,4]triazin-7-yl)-4-(((tert-butyldiphenylsilyl)oxy)methyl)-2,2-dimethyltetrahydrofuro[3,4-d][1,3]dioxole-4-carbonitrile